CC1C(N(CCC1O)C)(C)C tetramethyl-4-piperidyl alcohol